CC1=CC=C(C=C1)S(=O)(=O)N1C=C(C2=CC=CC=C12)C1CN(CC1)CCCC#N 4-(3-(1-(4-methylbenzenesulfonyl)-1H-indol-3-yl)pyrrolidin-1-yl)butyronitrile